NCC(C)C1=CC=C(C=C1)C1=C(C=C(C#N)C=C1)OC1=NC(=NC(=C1)N1CCOCC1)C 4-[4-(1-aminopropan-2-yl)phenyl]-3-(2-methyl-6-morpholin-4-ylpyrimidin-4-yl)oxybenzonitrile